C(C)(C)(C)OC(=O)N1CC2=CC=C(C=C2C1)CCNC(=O)OCC1=CC=CC=C1 5-[2-(Phenylmethoxycarbonylamino)ethyl]-1,3-dihydro-isoindole-2-carboxylic acid tert-butyl ester